2,5-dichloro-3-(1-isopentyl-1H-pyrazol-4-yl)pyridine ClC1=NC=C(C=C1C=1C=NN(C1)CCC(C)C)Cl